C(C)(=O)C1=CN=C(C=2N1N=C(C2)C2=C(C=C(C=C2)NC(C(=C)F)=O)C)N 7-acetyl-4-amino-2-(4-(2-fluoroacryloylamino)-2-methylphenyl)pyrazolo[1,5-a]pyrazine